ClC1=C(OC2=CC=CC3=C2NC(=NS3(=O)=O)NC3(CC3)C3=CC=CC=C3)C=CC=C1 5-(2-chlorophenoxy)-3-((1-phenylcyclopropyl)amino)-4H-benzo[e][1,2,4]thiadiazine 1,1-dioxide